C(C)(C)(C)OC(=O)N1[C@H](CC1)COC=1C=NN(C1C1=CC=2N(C=C1)N=C(C2)NC2=CC(=NC(=N2)C)C(=O)O)C (R)-6-((5-(4-((1-(tertbutoxycarbonyl)azetidin-2-yl)methoxy)-1-methyl-1H-pyrazol-5-yl)pyrazolo[1,5-a]pyridin-2-yl)amino)-2-methylpyrimidine-4-carboxylic acid